2-((1r,3r)-3-(1H-pyrazol-5-yl)cyclohexyl)-N-(5-chloro-4-(5,5-dimethyl-5,6-dihydro-4H-pyrrolo[1,2-b]pyrazol-3-yl)pyridin-2-yl)acetamide N1N=CC=C1[C@H]1C[C@@H](CCC1)CC(=O)NC1=NC=C(C(=C1)C1=C2N(N=C1)CC(C2)(C)C)Cl